3-[4-fluoro-5-[4-[[4-[[4-[6-[5-(1-methylcyclopropoxy)-1H-indazol-3-yl]pyrimidin-4-yl]piperazin-1-yl]methyl]cyclohexyl]methyl]piperazin-1-yl]-1-oxo-isoindolin-2-yl]piperidine-2,6-dione FC1=C2CN(C(C2=CC=C1N1CCN(CC1)CC1CCC(CC1)CN1CCN(CC1)C1=NC=NC(=C1)C1=NNC2=CC=C(C=C12)OC1(CC1)C)=O)C1C(NC(CC1)=O)=O